1-(3-amino-1,5,5-trimethyl-cyclohexylmethyl)-2,3-diisopropylguanidine NC1CC(CC(C1)(C)C)(C)CNC(=NC(C)C)NC(C)C